6-methoxypyrazolo[1,5-a]pyridine-3-carbonitrile dihydrochloride Cl.Cl.COC=1C=CC=2N(C1)N=CC2C#N